COC=1C(=NC(=NC1NC=1C=NC=CC1)N1CCOCC1)C=1C=C(C=CC1)N1CCC(CC1)O 1-(3-(5-methoxy-2-morpholino-6-(pyridin-3-ylamino)pyrimidin-4-yl)phenyl)piperidin-4-ol